C/C(=C\\C=C\\C(C)(C)O)/C=C/C(=O)/C(=C/1\\C(=O)C[C@@H]2[C@@]1(CC[C@@H]3[C@@]2(CC[C@H]([C@]3(C)C(=O)[O-])OC(=O)C)C)C)/C.[Na+] The molecule is an organic sodium salt that is the monosodium of globostellatic acid A. Isolated from the marine sponge Stelletta globostellata, it exhibits cytotoxicity against P-388 murine leukemia cells. It has a role as a metabolite and an antineoplastic agent. It contains a globostellatate A(1-).